7-(7-(5-Ethyl-1H-benzo[f]indazol-4-yl)-8-fluoro-2-(((2r,7as)-2-fluorohexahydro-1H-pyrrolizin-7a-yl)methoxy)pyrido[4,3-d]pyrimidin-4-yl)-1,3,7-triazaspiro[4.5]decan-2-one C(C)C1=CC=CC2=C1C(=C1C=NNC1=C2)C2=C(C=1N=C(N=C(C1C=N2)N2CC1(CNC(N1)=O)CCC2)OC[C@]21CCCN1C[C@@H](C2)F)F